FC1=CC(=C(C=C1)N1CN(C(C2=C1N=C(C=C2)C(F)(F)F)=O)C2=C(NC(C=C2)=O)C)C (4-fluoro-2-methylphenyl)-3-(2-methyl-6-oxo-1,6-dihydropyridin-3-yl)-7-(trifluoromethyl)-2,3-dihydropyrido[2,3-d]pyrimidin-4(1H)-one